4-BROMO-3,5-DIMETHYL-1H-PYRROLE-2-CARBALDEHYDE BrC=1C(=C(NC1C)C=O)C